3-(5-(5-chloro-4-(chloromethyl)pyridin-2-yl)-1-oxoisoindolin-2-yl)piperidine-2,6-dione HCl Cl.ClC=1C(=CC(=NC1)C=1C=C2CN(C(C2=CC1)=O)C1C(NC(CC1)=O)=O)CCl